OC(COCC1NCC2=CC=CC=C12)C(N1CC=2N(CC1)C1=NC=C(N=C1C2)C(F)(F)F)=O 1-((2-hydroxy-3-oxo-3-(2-(trifluoromethyl)-6,7-dihydropyrrolo[1,5-a:2,3-b']dipyrazin-8(9H)-yl)propoxy)methyl)isoindolin